FC1=CC=C(C=C1)[C@H](C)NC1=NC(=CC(=C1)C=1C=NN(C1)C)NC1=NC=CN=C1 (S)-N2-[1-(4-fluorophenyl)ethyl]-4-(1-methyl-1H-pyrazol-4-yl)-N6-(pyrazin-2-yl)pyridine-2,6-diamine